C(C)(C)OC(=O)C=1[C@@H](C(=C(NC1C)C)C(=O)OCCOC)C1=CC(=CC=C1)[N+](=O)[O-] |r| (±)-4-(3-nitrophenyl)-2,6-dimethyl-1,4-dihydropyridine-3,5-dicarboxylic acid methoxyethyl ester isopropyl ester